COC1=C(C=CC=C1OC)C=1CCCC2=C(C1C1=CC=C(C=C1)CC1CN(C1)CCCF)C=CC(=C2)C(=O)OC Methyl 8-(2,3-dimethoxyphenyl)-9-(4-((1-(3-fluoropropyl)azetidin-3-yl)methyl)phenyl)-6,7-dihydro-5H-benzo[7]annulene-3-carboxylate